2-(1-methyl-1H-pyrazol-4-yl)-1H-pyrrolo[2,3-b]Pyridine-3-carbonitrile CN1N=CC(=C1)C1=C(C=2C(=NC=CC2)N1)C#N